(2R,3R)-3-((tert-butyldimethylsilyl)oxy)-2-(4-(isopropylsulfonyl)piperazin-1-yl)butan-1-ol [Si](C)(C)(C(C)(C)C)O[C@@H]([C@@H](CO)N1CCN(CC1)S(=O)(=O)C(C)C)C